COC1=CC=C(C(=O)Br)C=C1 para-methoxybenzoic bromide